ClC1=NC(=NC(=N1)NC)NC(CCO)CNC1=C(C(=CC=C1)F)F 3-((4-chloro-6-(methylamino)-1,3,5-triazin-2-yl)amino)-4-((2,3-difluorophenyl)amino)butan-1-ol